2-(4-fluorophenyl)-1,2,4-triazine-3,5(2H,4H)-dione FC1=CC=C(C=C1)N1N=CC(NC1=O)=O